2-METHYLTHIOACETALDEHYDE CCC=S